2-(2,6-dioxopiperidin-3-yl)-4-(4-((3-isopropylazetidin-1-yl)methyl)-3-methylbenzylamino)isoindoline-1,3-dione O=C1NC(CCC1N1C(C2=CC=CC(=C2C1=O)NCC1=CC(=C(C=C1)CN1CC(C1)C(C)C)C)=O)=O